1-(2-Oxo-2,3-dihydrobenzo[d]oxazol-6-yl)dihydropyrimidine-2,4(1H,3H)-dione O=C1OC2=C(N1)C=CC(=C2)N2C(NC(CC2)=O)=O